Tri(isohexyl)-cyclohexan-1,2,4-tripropionat C(CCC(C)C)OC(CCC1C(CC(CC1)CCC(=O)OCCCC(C)C)CCC(=O)OCCCC(C)C)=O